C(C)C1=CC2=C(C(=C(O2)C)C(=O)OCCOC2=NC(=NC(=C2OC2=C(C=CC=C2)OC)N)C2=C(C=CC=C2)F)C(=C1OCC1=CC=CC=C1)F 2-((6-amino-2-(2-fluorophenyl)-5-(2-methoxyphenoxy)pyrimidin-4-yl)oxy)ethan-1-ol ethyl-5-(benzyloxy)-4-fluoro-2-methylbenzofuran-3-carboxylate